(2S)-2,6-bis(azanyl)hexanoic acid hydrate O.N[C@H](C(=O)O)CCCCN